C(C1=CC=CC=C1)OC1=C(C(=C(C(=C1)C)CB1OC(C(O1)(C)C)(C)C)C)C 2-[(4-benzyloxy-2,3,6-trimethyl-phenyl)methyl]-4,4,5,5-tetramethyl-1,3,2-dioxaborolane